4-((5-aminopentyl)amino)-2-(2,6-dioxopiperidin-3-yl)isoindole-1,3-dione NCCCCCNC1=C2C(N(C(C2=CC=C1)=O)C1C(NC(CC1)=O)=O)=O